4'-biphenylcarboxylic acid C1(=CC=CC=C1)C1=CC=C(C=C1)C(=O)O